5-chloro-3-(4-chloro-1,3,5-triazin-2-yl)-1-methyl-1H-indole ClC=1C=C2C(=CN(C2=CC1)C)C1=NC=NC(=N1)Cl